NC1(CC(C1)C1=NN2C(=NC=3C(=CC=CC3C2=N1)OC)N)C1=CC=C(C=N1)C(C)(C)O 2-(6-((1r,3r)-1-amino-3-(5-amino-7-methoxy-[1,2,4]triazolo[1,5-c]quinazolin-2-yl)cyclobutyl)pyridin-3-yl)propan-2-ol